5-(2-((2-cyclopropyl-2,2-difluoroethyl)amino)-7H-pyrrolo[2,3-d]pyrimidin-5-yl)-N-(pyridin-3-yl)pyrazolo[1,5-a]pyridine-3-carboxamide C1(CC1)C(CNC=1N=CC2=C(N1)NC=C2C2=CC=1N(C=C2)N=CC1C(=O)NC=1C=NC=CC1)(F)F